The molecule is a (3R)-3-hydroxy fatty acid anion resulting from the deprotonation of the carboxy group of (R)-3-hydroxypentanoic acid. The major species at pH 7.3. It is a (3R)-3-hydroxy fatty acid anion and a short-chain fatty acid anion. It is a conjugate base of a (R)-3-hydroxypentanoic acid. It is an enantiomer of a (S)-3-hydroxypentanoate. CC[C@H](CC(=O)[O-])O